N,N'-dimethyl-N,N'-di(1-methyl-propyl)p-phenylenediamine CN(C1=CC=C(C=C1)N(C(CC)C)C)C(CC)C